vanadium dibutyl-tin sulfide C(CCC)[Sn](CCCC)=S.[V]